2-Dibenzofuran-1-yl-4,6-diphenyl-[1,3,5]triazine C1(=CC=CC=2OC3=C(C21)C=CC=C3)C3=NC(=NC(=N3)C3=CC=CC=C3)C3=CC=CC=C3